BrCCC1=CC=CC=C1 2-bromo-ethylbenzene